ClC=1N=C(C2=C(N1)C=CN2S(=O)(=O)C2=CC=C(C)C=C2)NC=2N=CN(C2)C2=CC(=C(C(=C2)OC)OC)OC 2-chloro-5-tosyl-N-(1-(3,4,5-trimethoxyphenyl)-1H-imidazol-4-yl)-5H-pyrrolo[3,2-d]pyrimidin-4-amine